(E)-4-(2-(5-methoxy-1H-indol-3-yl)vinyl)-1-n-dodecylquinoline iodonium salt [IH2+].COC=1C=C2C(=CNC2=CC1)/C=C/C1=CCN(C2=CC=CC=C12)CCCCCCCCCCCC